2-(4-aminophenyl)-N-[4-methyl-3-(trifluoromethyl)phenyl]-6-(2,2,2-trifluoroethyl)-1,2,3,4,4a,5,7,7a-octahydropyrrolo[3,4-b]pyridine-3-carboxamide NC1=CC=C(C=C1)C1C(CC2C(N1)CN(C2)CC(F)(F)F)C(=O)NC2=CC(=C(C=C2)C)C(F)(F)F